FC1=CC=C(C=C1)COC1=CC(=NN1C(=O)C1=CSC=C1)C1C(N(C1)CC(=O)N1CCOCC1)C 2-(3-{5-[(4-fluorophenyl)methoxy]-1-(thiophene-3-carbonyl)-1H-pyrazol-3-yl}-2-methylazetidin-1-yl)-1-(morpholin-4-yl)ethan-1-one